1-cyclopropyl-5-[6-(ethylamino)-2-fluoropyridin-3-yl]-N-[(3S)-2-oxo-5-phenyl-1,3-dihydro-1,4-benzodiazepine-3-yl]Pyrazole-4-carboxamide C1(CC1)N1N=CC(=C1C=1C(=NC(=CC1)NCC)F)C(=O)N[C@@H]1C(NC2=C(C(=N1)C1=CC=CC=C1)C=CC=C2)=O